[Si](C)(C)(C(C)(C)C)OC=1C=C(CNC(OC(C)(C)C)=O)C=CC1 tert-butyl (3-((tert-butyldimethylsilyl)oxy)benzyl)carbamate